C[C@@]12OO[C@]34[C@@H](CC1)[C@@H](CC[C@H]3[C@H]([C@H](O[C@@H]4O2)CNC(=O)C=2OC=CC2)C)C N-{[(3R,5aS,6R,8aS,9R,10S,12R,12aR)-3,6,9-trimethyldecahydro-12H-3,12-epoxypyrano[4,3-j][1,2]benzodioxepin-10-yl]methyl}furan-2-carboxamide